R-3-Bocaminopiperidine C(=O)(OC(C)(C)C)N[C@H]1CNCCC1